FC1=C2C(=NC=NC2=CC(=C1N)OC)C=1C(=NN(C1)C)C1=CC=CC=C1 5-fluoro-7-methoxy-4-(1-methyl-3-phenyl-1H-pyrazol-4-yl)quinazolin-6-amine